NC1=CC(=C(C(=O)OC)C=C1N1C=NC(=C1)C)F 4-amino-2-fluoro-5-(4-methyl-1H-imidazol-1-yl)benzoic acid, Methyl ester